BrC=1C=C(C=CC1)C1=CC=C(C=C1)Cl 3-bromo-4'-chloro-1,1-biphenyl